2-[2-[[6-(2-aminoethylamino)-1,3-benzothiazol-2-yl]methylcarbamoyl]indan-2-yl]acetic acid NCCNC1=CC2=C(N=C(S2)CNC(=O)C2(CC3=CC=CC=C3C2)CC(=O)O)C=C1